6-(3'-((tert-butylamino)methyl)-[1,1'-biphenyl]-4-yl)-2-methyl-1H-benzo[d]imidazole-4-carboxylic acid C(C)(C)(C)NCC=1C=C(C=CC1)C1=CC=C(C=C1)C=1C=C(C2=C(NC(=N2)C)C1)C(=O)O